COC1=NC=NC(=C1C1=CC=2C(=CN=C(C2)N)N1C)OC 2-(4,6-dimethoxypyrimidin-5-yl)-1-methylpyrrolo[2,3-c]pyridin-5-amine